FC(C(=O)N1CCC(CC1)C1=NC=CN=C1OC=1C=NC(=NC1)C(F)(F)F)=C 2-fluoro-1-(4-(3-((2-(trifluoromethyl)pyrimidin-5-yl)oxy)pyrazin-2-yl)piperidin-1-yl)prop-2-en-1-one